4-chloro-N-(2-chloro-4-nitrophenyl)-2-hydroxybenzamide ClC1=CC(=C(C(=O)NC2=C(C=C(C=C2)[N+](=O)[O-])Cl)C=C1)O